3-chloro-6-fluoro-N-(5-hydroxy-3,4,6-trimethylpyridin-2-yl)benzo[b]thiophene-2-carboxamide ClC=1C2=C(SC1C(=O)NC1=NC(=C(C(=C1C)C)O)C)C=C(C=C2)F